FC=1C=C(C#N)C=CC1N1CCN(CC1)C1CCCC2=CC(=CC=C12)CO 3-Fluoro-4-(4-(6-(hydroxymethyl)-1,2,3,4-tetrahydronaphthalen-1-yl)piperazin-1-yl)benzonitrile